2-azabicyclo[2.1.1]hexane-3-carboxamide C12NC(C(C1)C2)C(=O)N